NC1=CC=C(C=C1)S(=O)(=O)N1C(C(C[C@]1(C(F)(F)F)C)CC1=CC=2N(N=C1)C=C(N2)[C@H](C2CCC(CC2)(F)F)NC(OC(C)(C)C)=O)=O tert-Butyl ((1S)-(7-(((5S)-1-((4-aminophenyl)sulfonyl)-5-methyl-2-oxo-5-(trifluoromethyl)pyrrolidin-3-yl)methyl)imidazo[1,2-b]pyridazin-2-yl)(4,4-difluorocyclohexyl)methyl)carbamate